1-((S)-4-(3,4-difluorophenyl)-3-methylpiperazine-1-carbonyl)spiro[bicyclo[2.2.1]heptane-2,4'-imidazolidine]-2',5'-dione FC=1C=C(C=CC1F)N1[C@H](CN(CC1)C(=O)C12CCC(CC23NC(NC3=O)=O)C1)C